COC1=CC=C(CN2C3=NC(=NC(=C3N=C2)N2C=CC=3C(=NC=CC32)NC(C(C)(C)C)=O)C3=NC(=CC=C3)C)C=C1 N-(1-(9-(4-methoxybenzyl)-2-(6-methylpyridin-2-yl)-9H-purin-6-yl)-1H-pyrrolo[3,2-c]pyridin-4-yl)pivalamide